4-[5-(aminomethyl)pyrimidin-2-yl]-2-methyl-5-(2-methyl-6-morpholin-4-ylpyridin-4-yl)oxybenzonitrile NCC=1C=NC(=NC1)C1=CC(=C(C#N)C=C1OC1=CC(=NC(=C1)N1CCOCC1)C)C